(tert-butyl 1-(((4-(4-amino-2-fluoro-3-((2-methyl-1,3-dioxolan-2-yl) methyl) phenoxy)-6-methoxyquinolin-7-yl) oxy) methyl) cyclopropyl) carbamate C(N)(OC1(C(C1)C(C)(C)C)COC1=C(C=C2C(=CC=NC2=C1)OC1=C(C(=C(C=C1)N)CC1(OCCO1)C)F)OC)=O